O=C1NC=NC2=CC=CC=C12 4-oxo-quinazoline